2-hydroxy-3-chloropropane sodium [Na].OC(C)CCl